(S)-5-(2-(difluoromethyl)-3-fluoro-4-(N-(1,1,1-trifluorobut-2-yl)sulfamoyl)phenyl)-2-(5-(2-hydroxy-2-methylpropyl)-1,2,4-oxadiazol-3-yl)thiazole-4-carboxylic acid FC(C1=C(C=CC(=C1F)S(N[C@H](C(F)(F)F)CC)(=O)=O)C1=C(N=C(S1)C1=NOC(=N1)CC(C)(C)O)C(=O)O)F